N1N=CN=C1[C@@H]1CN(CC1)C(=O)N1CC(C1)C12CC(C1)(C2)C=2OC(=NN2)CC(F)(F)F [(3S)-3-(1H-1,2,4-Triazol-5-yl)pyrrolidin-1-yl]-[3-[3-[5-(2,2,2-trifluoroethyl)-1,3,4-oxadiazol-2-yl]-1-bicyclo[1.1.1]pentanyl]azetidin-1-yl]methanone